CO[C@@H]1CN(C[C@H]1NC)C=1N=NC(=CN1)C1=C(C=C(C=C1)C=1C=NNC1)O 2-{3-[(3r,4r)-3-methoxy-4-(methylamino)pyrrolidin-1-yl]-1,2,4-triazin-6-yl}-5-(1H-pyrazol-4-yl)phenol